FC=1C=C(C=C(C1)OC)N1[C@H](CNCC1)C (S)-1-(3-fluoro-5-methoxyphenyl)-2-methylpiperazine